7-(1-(adamantan-1-ylmethyl)-5-methyl-1H-pyrazol-4-yl)-3-(5-bromopyridin-2-yl)imidazo[1,2-a]pyridine-8-carboxylic acid methyl ester COC(=O)C=1C=2N(C=CC1C=1C=NN(C1C)CC13CC4CC(CC(C1)C4)C3)C(=CN2)C2=NC=C(C=C2)Br